C(C=C)(=O)N1[C@H](CN(CC1)C1=C(C(=NC2=CC(=C(C=C12)F)C1=CC=CC=2CC3C(C12)C3)OC[C@H]3N(CCC3)C)C#N)CC#N 4-((S)-4-acryloyl-3-(cyanomethyl)piperazin-1-yl)-6-fluoro-2-(((S)-1-methylpyrrolidin-2-yl)methoxy)-7-(1,1a,6,6a-tetrahydrocyclopropa[a]inden-2-yl)quinoline-3-carbonitrile